C(#N)C1=C(C=C2CCCNC2=C1)C=1C=CC(=NC1)C(=O)NC 5-(7-cyano-1,2,3,4-tetrahydroquinolin-6-yl)-N-methylpyridineamide